3-sulfopropylmethoxysilane S(=O)(=O)(O)CCC[SiH2]OC